5-((2-(2-cyano-4-fluorophenyl)-2-azaspiro[3.3]heptan-6-yl)oxy)-2'-ethoxy-2,3'-bipyridine C(#N)C1=C(C=CC(=C1)F)N1CC2(C1)CC(C2)OC=2C=CC(=NC2)C=2C(=NC=CC2)OCC